di-tert-butyl [4-(3-chloro-10-methyl-11-oxo-10,11-dihydro-5H-dibenzo[b,e][1,4]diazepin-5-yl)butyl]imidodicarbonate ClC=1C=CC2=C(N(C3=C(N(C2=O)C)C=CC=C3)CCCCN(C(=O)OC(C)(C)C)C(=O)OC(C)(C)C)C1